(1H-imidazol-2-ylmethyl)-(2-methoxy-ethyl)-phenyl-amine N1C(=NC=C1)CN(C1=CC=CC=C1)CCOC